N-phenyl-4-(3,1-benzoxazin-4-one-2-yl)phthalimide C1(=CC=CC=C1)N1C(C=2C(C1=O)=CC(=CC2)C2=NC1=C(C(O2)=O)C=CC=C1)=O